N-(5-amino-2-((2-(azetidin-1-yl)ethyl)(methyl)amino)-4-methoxyphenyl)acrylamide trifluoroacetic acid salt FC(C(=O)O)(F)F.NC=1C(=CC(=C(C1)NC(C=C)=O)N(C)CCN1CCC1)OC